p-Coumaroyl tert-butyl ether C(C)(C)(C)OC(\C=C\C1=CC=C(C=C1)O)=O